Bis(2-(diphenylphosphino) phenyl) ether C1(=CC=CC=C1)P(C1=C(C=CC=C1)OC1=C(C=CC=C1)P(C1=CC=CC=C1)C1=CC=CC=C1)C1=CC=CC=C1